CC1=C(C=CC(=C1)N)N 1-Methyl-2,5-diaminobenzene